n-butyl-aniline tert-Butyl-4-(1-methoxy-1-oxopropan-2-yl)-1,4-diazepane-1-carboxylate C(C)(C)(C)OC(=O)N1CCN(CCC1)C(C(=O)OC)C.C(CCC)NC1=CC=CC=C1